5-bromo-2,3-dimethyl-2H-indazole BrC1=CC2=C(N(N=C2C=C1)C)C